4-((6-Nitropyridin-3-yl)oxy)-[2,4'-bipyridine]-2'-amine [N+](=O)([O-])C1=CC=C(C=N1)OC1=CC(=NC=C1)C1=CC(=NC=C1)N